C(C)[C@]1(C(OCC=2C(N3CC=4C(=NC=5C=C(C(=C6C5C4[C@H](CC6)NC(=O)[O-])C)F)C3=CC21)=O)=O)O (1S,9S)-9-ethyl-5-fluoro-9-hydroxy-4-methyl-10,13-dioxo-2,3,9,10,13,15-hexahydro-1H,12H-benzo[de]pyrano[3',4':6,7]indolizino[1,2-b]quinoline-1-carbamate